(l)-N-chloroamide Cl[NH-]